ClC=1C=C2CCC(N(C2=CC1)C)=O 6-chloro-1-methyl-3,4-dihydroquinolin-2(1H)-one